N-(8-(4,4-difluoropiperidin-1-yl)imidazo[1,2-a]pyrazin-6-yl)-4-(ethylsulfanyl)-5-methyl-2-(6-azaspiro[2.5]oct-6-yl)benzamide FC1(CCN(CC1)C=1C=2N(C=C(N1)NC(C1=C(C=C(C(=C1)C)SCC)N1CCC3(CC3)CC1)=O)C=CN2)F